C(CCC)N(CCCC)CCC(C)(S)S di-n-butylaminoethyl-mercaptoethanethiol